C1(=C(C(=CC(=C1)C(=O)O)C(=O)O)C(=O)O)C(=O)O 1,2,3,5-benzenetetracarboxylic acid